C(C(C)C)(=O)OCCC(CC)OC(C(C)C)=O 1,3-pentanediol diisobutyrate